4-(2-methyl-6-oxo-1,6-dihydrochromeno[7,8-d]imidazol-8-yl)benzonitrile CC=1NC2=C(N1)C=CC=1C(C=C(OC12)C1=CC=C(C#N)C=C1)=O